ethyl 2-propynyl oxalate C(C(=O)OC#CC)(=O)OCC